((2R,4S,5R)-5-ethoxy-4-(methylamino)tetrahydro-2H-pyran-2-yl)((S)-1-(4-fluorophenyl)-3,4-dihydroisoquinolin-2(1H)-yl)methanone C(C)O[C@@H]1[C@H](C[C@@H](OC1)C(=O)N1[C@H](C2=CC=CC=C2CC1)C1=CC=C(C=C1)F)NC